3'-{[5-chloro-2-({2-methoxy-4-[4-(4-methylpiperazin-1-yl)piperidin-1-yl]phenyl}amino)pyrimidin-4-yl]amino}-3-hydroxy-[1,1'-biphenyl]-2-carbaldehyde ClC=1C(=NC(=NC1)NC1=C(C=C(C=C1)N1CCC(CC1)N1CCN(CC1)C)OC)NC=1C=C(C=CC1)C=1C(=C(C=CC1)O)C=O